1'-{1-[3-(difluoromethyl)-4-methanesulfonylphenoxy]propan-2-yl}-2-oxo-1,2-dihydrospiro[indole-3,4'-piperidine]-5-carbonitrile FC(C=1C=C(OCC(C)N2CCC3(CC2)C(NC2=CC=C(C=C23)C#N)=O)C=CC1S(=O)(=O)C)F